C1NCC12OCCNC2 5-oxa-2,8-diazaspiro[3.5]nonane